tert-Butyl 3-(4-{[(1R)-1-[3-(difluoromethyl)-2-fluorophenyl]ethyl]amino}-8-methyl-7-oxo-7H,8H-pyrido[2,3-d]pyrimidin-6-yl)-3-methylazetidine-1-carboxylate FC(C=1C(=C(C=CC1)[C@@H](C)NC=1C2=C(N=CN1)N(C(C(=C2)C2(CN(C2)C(=O)OC(C)(C)C)C)=O)C)F)F